2-(5-fluoro-2-methoxy-4-(6-methyl-2,6-diazaspiro[3.3]heptan-2-yl)phenyl)-N4-(1-(methylsulfonyl)indolin-7-yl)-7H-pyrrolo[2,3-d]pyrimidine-2,4-diamine FC=1C(=CC(=C(C1)C1(N=C(C2=C(N1)NC=C2)NC=2C=CC=C1CCN(C21)S(=O)(=O)C)N)OC)N2CC1(C2)CN(C1)C